7-(2-(4-fluorophenyl)-5-methyl-4,5,6,7-tetrahydropyrazolo[1,5-a]pyrazin-3-yl)-2,3-dihydrofuro[3,2-b]pyridine FC1=CC=C(C=C1)C1=NN2C(CN(CC2)C)=C1C1=C2C(=NC=C1)CCO2